FC=1C=C(C=CC1N1CCC(CC1)N1CCOCC1)C1(N=C(NN1)N)N 5-(3-fluoro-4-(4-(morpholin-4-yl)piperidin-1-yl)phenyl)-1H-1,2,4-triazole-3,5-diamine